(3-(6-(1H-1,2,4-triazol-5-yl)pyridin-3-yl)imidazo[1,2-a]pyridin-7-yl)(4,4-difluoropiperidin-1-yl)methanone N1N=CN=C1C1=CC=C(C=N1)C1=CN=C2N1C=CC(=C2)C(=O)N2CCC(CC2)(F)F